FC=1C=NC=CC1C=1C=C(N(N1)COCC[Si](C)(C)C)C(=O)O 5-(3-fluoro-4-pyridyl)-2-(2-trimethylsilylethoxymethyl)pyrazole-3-carboxylic acid